4-(4-(bis(4-fluorophenyl)methyl)piperazin-1-yl)-6-bromo-1-methyl-2-oxo-1,2-dihydro-1,5-naphthyridine-3-carbonitrile FC1=CC=C(C=C1)C(N1CCN(CC1)C1=C(C(N(C2=CC=C(N=C12)Br)C)=O)C#N)C1=CC=C(C=C1)F